2,9-dibromo-7,14-di(isooctyloxy)Dibenzopyrene BrC=1C=CC2=C(C=3C4=C(C=C5C(=CC6=C(C=CC2=C6C53)OCCCCCC(C)C)Br)C=CC=C4OCCCCCC(C)C)C1